CCS(=O)(=O)O[C@@H]1N(CCC1)C (S)-(1-methylpyrrolidin-2-yl) methyl-methanesulfonate